((R)-3-(dimethylamino)pyrrolidin-1-yl)((S)-1-(4-fluorophenyl)-3,4-dihydroisoquinolin-2(1H)-yl)methanone CN([C@H]1CN(CC1)C(=O)N1[C@H](C2=CC=CC=C2CC1)C1=CC=C(C=C1)F)C